COC(C1=CC(=CC=C1)NC(NO)=O)=O (Z)-3-(N'-hydroxycarbamoylamino)benzoic acid methyl ester